COC=1C(=C(C(=CC1)C)N\N=C\C=1SC=CN1)C 2-{[(1E)-2-(3-methoxy-2,6-dimethylphenyl)diazanylidene]methyl}-1,3-thiazole